ClC1=C(N=C(S1)[N+](=O)[O-])N1N=CC=N1 5-chloro-2-nitro-4-(2H-1,2,3-triazol-2-yl)thiazole